N1(CCOCC1)C1=CC=C(C=C1)NC1=NC=C2C(=N1)N(N=C2)CC=2C=C(C=CC2)NC(C=C)=O N-(3-((6-((4-morpholinylphenyl)amino)-1H-pyrazolo[3,4-d]pyrimidin-1-yl)methyl)phenyl)acrylamide